2-(4,4-difluoroazepan-1-yl)-N-(2-sulfamoylpyridin-4-yl)-5,6,7,8-tetrahydroquinoline-3-carboxamide FC1(CCN(CCC1)C1=NC=2CCCCC2C=C1C(=O)NC1=CC(=NC=C1)S(N)(=O)=O)F